2-((4-(5,6-Dichlorocyclohex-1,5-dien-1-yl)piperazin-1-yl)(2-fluoro-3-methylpyridin-4-yl)methyl)phenol ClC=1CCC=C(C1Cl)N1CCN(CC1)C(C1=C(C=CC=C1)O)C1=C(C(=NC=C1)F)C